FCCCCCCCCCCC1=NC2=NC=CC=C2C=C1 fluorodecyl-naphthyridine